N-methyl-2-(naphthalen-2-yl)-N-tosylacetamide CN(C(CC1=CC2=CC=CC=C2C=C1)=O)S(=O)(=O)C1=CC=C(C)C=C1